(4-methylbenzyl)ethane (2S,3S)-((ethoxycarbonyl)oxy)methyl-3-((2-bromo-6-(5-chlorothiophen-2-yl)-5-fluoropyrimidin-4-yl)amino)bicyclo[2.2.2]octane-2-carboxylate C(C)OC(=O)OCOC(=O)[C@H]1C2CCC([C@@H]1NC1=NC(=NC(=C1F)C=1SC(=CC1)Cl)Br)CC2.CC2=CC=C(CCC)C=C2